2-benzyl-2-azaspiro[3.3]heptan-6-yl (2R,6S)-2,6-dimethyl-4-[6-(trifluoromethyl)-[1,3]thiazolo[4,5-b]pyridin-2-yl]piperazine-1-carboxylate C[C@H]1N([C@H](CN(C1)C=1SC=2C(=NC=C(C2)C(F)(F)F)N1)C)C(=O)OC1CC2(CN(C2)CC2=CC=CC=C2)C1